2,6-dimethyl-2,3-dihydroxy-7-octene CC(C)(C(CCC(C=C)C)O)O